2-(2-(2-cyclopentyl-3-phenylbicyclo[1.1.1]pentan-1-yl)propan-2-yl)-4,4,5,5-tetramethyl-1,3,2-dioxaborolane C1(CCCC1)C1C2(CC1(C2)C2=CC=CC=C2)C(C)(C)B2OC(C(O2)(C)C)(C)C